BrC=1C=C2C=CN(C(C2=C(C1)F)=O)CCC[C@H](C)NC(OC(C)(C)C)=O tert-butyl N-[(1S)-4-(6-bromo-8-fluoro-1-oxo-2-isoquinolyl)-1-methyl-butyl]carbamate